1-(4-((3-bromopyridin-2-yl)amino)piperidin-1-yl)ethan-1-one BrC=1C(=NC=CC1)NC1CCN(CC1)C(C)=O